dl-O-p-tolylsulfonyl-β-D-glucopyranose C1(=CC=C(C=C1)S(=O)(=O)O[C@H]1[C@H](O)[C@@H](O)[C@H](O)[C@H](O1)CO)C